3-(((7-(1H-Pyrazol-4-yl)-2,3-dihydrofuro[3,2-c]pyridin-4-yl)amino)methyl)-N-(1-benzylpiperidin-4-yl)benzamid N1N=CC(=C1)C=1C2=C(C(=NC1)NCC=1C=C(C(=O)NC3CCN(CC3)CC3=CC=CC=C3)C=CC1)CCO2